N-(1-methylpiperidin-4-yl)-4-(5-oxo-3-phenyl-4,5-dihydro-1H-pyrazol-1-yl)benzamide CN1CCC(CC1)NC(C1=CC=C(C=C1)N1N=C(CC1=O)C1=CC=CC=C1)=O